N-(cyclopropyl(2-methoxyphenyl)methyl)-2-(2,6-dioxopiperidin-3-yl)-1-oxoisoindoline-5-carboxamide C1(CC1)C(NC(=O)C=1C=C2CN(C(C2=CC1)=O)C1C(NC(CC1)=O)=O)C1=C(C=CC=C1)OC